Methyl 3-(2-methylimidazol-4-yl)-4-nitrobenzoate CC=1NC=C(N1)C=1C=C(C(=O)OC)C=CC1[N+](=O)[O-]